3-(7-fluoro-1-((6-(methylsulfonyl)pyridin-3-yl)methyl)-benzimidazol-2-yl)-4-methyl-1,2,5-oxadiazole FC1=CC=CC2=C1N(C(=N2)C2=NON=C2C)CC=2C=NC(=CC2)S(=O)(=O)C